6-chloro-N-ethyl-4-((1R,3R)-3-methyl-1-(4-methyl-4H-1,2,4-triazol-3-yl)cyclobutyl)pyridin-2-amine ClC1=CC(=CC(=N1)NCC)C1(CC(C1)C)C1=NN=CN1C